5-[5-(Cyclopropylamino)-3-fluoropyridin-2-yl]-1-ethyl-N-[(3S)-2-oxo-5-phenyl-1,3-dihydro-1,4-benzodiazepin-3-yl]pyrazole-4-carboxamide C1(CC1)NC=1C=C(C(=NC1)C1=C(C=NN1CC)C(=O)N[C@@H]1C(NC2=C(C(=N1)C1=CC=CC=C1)C=CC=C2)=O)F